CC1(CC(C1)NC1=NN2C(C=N1)=C(C=C2)C=2C=C1C(=NC2)N=C(N1C1CCOCC1)C)NC 1,N1-dimethyl-N3-(5-(2-methyl-1-(tetrahydro-2H-pyran-4-yl)-1H-imidazo[4,5-b]pyridin-6-yl)pyrrolo[2,1-f][1,2,4]triazin-2-yl)cyclobutane-1,3-diamine